4-bromo-5-(3-fluorobenzyl)thiazol-2-amine BrC=1N=C(SC1CC1=CC(=CC=C1)F)N